2-(2-phenyl-1,2,3,4-tetrahydroquinolin-6-yl)acetonitrile C1(=CC=CC=C1)C1NC2=CC=C(C=C2CC1)CC#N